2-({[4-(Benzylmethoxy)cyclohexyl]oxy}methyl)-3-nitropiperidine-1-carboxylic acid tert-butyl ester C(C)(C)(C)OC(=O)N1C(C(CCC1)[N+](=O)[O-])COC1CCC(CC1)OCCC1=CC=CC=C1